3,3'-((5-fluoropyrimidin-2,4-diyl)bis(azanediyl))diphenol FC=1C(=NC(=NC1)NC=1C=C(C=CC1)O)NC=1C=C(C=CC1)O